[di(phenanthreneyl)]binaphthalene C1(=CC=CC=2C3=CC=CC=C3C=CC12)C=1C(=C(C2=CC=CC=C2C1)C1=CC=CC2=CC=CC=C12)C1=CC=CC=2C3=CC=CC=C3C=CC12